N[C@H](C(C)(O)C)CN1N=CC(=C1)C=1N=C(C=2N(C1)N=CC2)C=2C=NN(C2)C(CC)CC (S)-3-amino-2-methyl-4-(4-(4-(1-(pentan-3-yl)-1H-pyrazol-4-yl)pyrazolo[1,5-a]pyrazin-6-yl)-1H-pyrazol-1-yl)butan-2-ol